7-fluoro-3,4-dihydro-2H-1,4-benzoxazine FC1=CC2=C(NCCO2)C=C1